4-methacryloyloxy ethyltrimellitate C(C)C1=C(C(C(=O)[O-])=CC=C1C(=O)OOC(C(=C)C)=O)C(=O)[O-]